O1CC(CC1)CNC1=NN=C(C2=CC=CC=C12)C1=CC=C(C=C1)C(F)(F)F N-((tetrahydrofuran-3-yl)methyl)-4-(4-(trifluoromethyl)phenyl)phthalazin-1-amine